CCOC(=O)CCNCCC[Si](OC)(C)C N-(2-ethoxycarbonyl)ethyl-3-aminopropyldimethylmethoxysilane